C(C1=CC=CC=C1)OC(=O)N[C@@H](CNC(CCCCC1=CC=C2CCCN(C2=N1)C(=O)OC(C)(C)C)=O)C(=O)OC(C)(C)C (S)-tert-butyl 7-(5-((2-(((benzyloxy) carbonyl) amino)-3-(tert-butoxy)-3-oxopropyl) amino)-5-oxopentyl)-3,4-dihydro-1,8-naphthyridine-1(2H)carboxylate